C(C)OC(=O)C1=NN(C(=C1NC(C)=O)C)C1OCCCC1 4-acetamido-5-methyl-1-(tetrahydro-2H-pyran-2-yl)-1H-pyrazole-3-carboxylic acid ethyl ester